C(C)N1C(=NN(C1=O)C=1C=C2C(=CN(C(C2=CC1F)=O)C1=C(C=CC=C1)F)C(C)C)CO 6-(4-ethyl-3-(hydroxymethyl)-5-oxo-4,5-dihydro-1H-1,2,4-triazol-1-yl)-7-fluoro-2-(2-fluorophenyl)-4-isopropylisoquinolin-1(2H)-one